N-(diphenylmethylene)-4-(trifluoromethoxy)benzenesulfonamide C1(=CC=CC=C1)C(=NS(=O)(=O)C1=CC=C(C=C1)OC(F)(F)F)C1=CC=CC=C1